ClC(CC(C(=O)OCC)=O)(C1=CC=CC=C1)C1=CC=CC=C1 ethyl 4-chloro-4,4-diphenyl-2-oxobutanoate